2-(((1R)-1-(2-cyano-7-methyl-3-(3-(1-methyl-1H-pyrazol-5-yl)-8-azabicyclo[3.2.1]octan-8-yl)quinoxalin-5-yl)ethyl)amino)benzoic acid C(#N)C1=NC2=CC(=CC(=C2N=C1N1C2CC(CC1CC2)C2=CC=NN2C)[C@@H](C)NC2=C(C(=O)O)C=CC=C2)C